N-(5-(6-cyclopropyloxy-[1,2,4]triazolo[1,5-a]pyridin-2-yl)-8-(methylamino)-2,7-naphthyridin-3-yl)cyclopropanecarboxamide C1(CC1)OC=1C=CC=2N(C1)N=C(N2)C2=C1C=C(N=CC1=C(N=C2)NC)NC(=O)C2CC2